4-methyl-Acryloyloxyethyl-trimellitic acid CC1(C(C(=C(C(=O)O)C=C1)C(=O)O)CCOC(C=C)=O)C(=O)O